FCC(CF)OC1=CC=C(C=C1)CN {4-[(1,3-difluoropropan-2-yl)oxy]phenyl}methylamine